COC(=O)C=1SC(=C(C1NCC1CCN(CC1)C)Cl)C 4-chloro-5-methyl-3-(((1-methylpiperidin-4-yl)methyl)amino)thiophene-2-carboxylic acid methyl ester